COC1=C(C=C2C3=C(N(C2=C1)C)C(=NC=C3)C)C3=CC=C(C=C3)NC(=O)C3=CSC=C3 N-(4-(7-methoxy-1,9-dimethyl-9H-pyrido[3,4-b]indol-6-yl)phenyl)thiophene-3-carboxamide